FC=1C(=CC(=NC1)C(C)O)OCC 1-(5-fluoro-4-ethoxypyridin-2-yl)ethan-1-ol